2-methyl-1-pyrimidin-5-yl-1-[4-(trifluoromethoxy)phenyl]propan-1-ol CC(C(O)(C1=CC=C(C=C1)OC(F)(F)F)C=1C=NC=NC1)C